sodium (S)-3-(4-methoxybiphenyl-3-yl)-3-(3-(1-methyl-4-oxido-2-oxo-1,2-dihydro pyridin-3-yl) ureido)propanoate COC1=C(C=C(C=C1)C1=CC=CC=C1)[C@H](CC(=O)[O-])NC(=O)NC=1C(N(C=CC1[O-])C)=O.[Na+].[Na+]